(E)-1-phenyl-3-(p-tolylamino)but-2-en-1-one C1(=CC=CC=C1)C(\C=C(/C)\NC1=CC=C(C=C1)C)=O